BrC1=C(C(=C(C=C1)N1[C@H](CN(CC1)CN1CCCC1)C)F)F (S)-(4-(4-bromo-2,3-difluorophenyl)-3-methylpiperazin-1-yl)(pyrrolidin-1-yl)methan